N1(CCC2=CC=CC=C12)CC1=NC2=CC(=CC=C2C(N1)=O)OC 2-(indolin-1-ylmethyl)-7-methoxy-3H-quinazolin-4-one